4-(2-hydroxy-prop-2-yl)benzamide OC(C)(C)C1=CC=C(C(=O)N)C=C1